BrC1=C(C=CC=C1)C(C1=CC=CC=C1)N(C=1N(C(C(=C(N1)C(=O)OCC)OC)=O)C)C ethyl 2-(((2-bromophenyl) (phenyl) methyl) (methyl) amino)-5-methoxy-1-methyl-6-oxo-1,6-dihydropyrimidine-4-carboxylate